N1CC(C1)NC1=CC=C(C=C1)NC1=NC2=C(C(=CC=C2C=N1)F)C1=NC=CC(=C1)NC(C=C)=O N-(2-(2-((4-(azetidin-3-ylamino)phenyl)amino)-7-fluoroquinazolin-8-yl)pyridin-4-yl)acrylamide